COC=1C(NC(N([C@H]2[C@H](OC)[C@H](O)[C@@H](CO)O2)C1)=O)=O 5-methoxy-2'-O-methyl-uridine